Cl.Cl.C1(=CC=CC2=CC=CC=C12)NCCN N-(1-Naphthyl)Ethylenediamine Dihydrochloride